(S)-2-((4-(6-((6-fluoroisoquinolin-1-yl)methoxy)pyridin-2-yl)piperidin-1-yl)methyl)-1-((oxetan-2-yl)methyl)-1H-benzo[d]imidazole-6-carboxylic acid FC=1C=C2C=CN=C(C2=CC1)COC1=CC=CC(=N1)C1CCN(CC1)CC1=NC2=C(N1C[C@H]1OCC1)C=C(C=C2)C(=O)O